3-cyclopropyl-1-((2-fluorospiro[3.3]heptan-2-yl)methyl)-4-(trifluoromethyl)-1H-pyrazole-5-carboxylic acid C1(CC1)C1=NN(C(=C1C(F)(F)F)C(=O)O)CC1(CC2(C1)CCC2)F